2-(pyridin-4-yl)octahydropyrrolo[3,4-c]pyrrolepropanoic acid, hydrochloride Cl.N1=CC=C(C=C1)N1C(C2CNCC2C1)CCC(=O)O